CC=1C=NC(=NC1)NC(CN1C(C2=CC=C(C(=C2C2(C(C2)(F)F)C1)F)C1CC1)=O)=O N-(5-methylpyrimidin-2-yl)-2-[6-cyclopropyl-1',1',5-trifluoro-1-oxospiro[3H-isoquinolin-4,2'-cyclopropan]-2-yl]acetamide